(8-ethyl-7-fluoro-3-(methoxymethoxy)naphthalen-1-yl)-4-oxo-3,4-dihydro-2H-pyran-5-carboxylic acid methyl ester COC(=O)C=1C(CC(OC1)C1=CC(=CC2=CC=C(C(=C12)CC)F)OCOC)=O